Tert-butyl-4-[5-[[4-methyl-6-(methylamino)pyrimidin-2-yl]amino]-2,3-dihydrobenzofuran-7-yl]piperidine-1-carboxylate C(C)(C)(C)OC(=O)N1CCC(CC1)C1=CC(=CC=2CCOC21)NC2=NC(=CC(=N2)C)NC